2-[4-methoxy-2-(trifluoromethyl)phenyl]-5-(1H-pyrrolo[2,3-b]pyridin-4-yl)-1H-pyrrole-3-carboxamide COC1=CC(=C(C=C1)C=1NC(=CC1C(=O)N)C1=C2C(=NC=C1)NC=C2)C(F)(F)F